6-fluoro-N2-(2-methoxy-4-((methylsulfonyl)methyl)phenyl)-7-(8-methyl-2,3-dihydro-1H-pyrido[2,3-b][1,4]oxazin-7-yl)quinazoline-2,5-diamine FC1=C(C=2C=NC(=NC2C=C1C1=C(C2=C(OCCN2)N=C1)C)NC1=C(C=C(C=C1)CS(=O)(=O)C)OC)N